tert-butyl 2-(2-(3-(azepan-1-yl)prop-1-yn-1-yl)pyridin-4-yl)-2,8-diazaspiro[4.5]decane-8-carboxylate N1(CCCCCC1)CC#CC1=NC=CC(=C1)N1CC2(CC1)CCN(CC2)C(=O)OC(C)(C)C